2-((3,4-Dihydroisoquinolin-2(1H)-yl)methyl)-5-((6-(pyrimidin-2-yl)-6-azaspiro-[3.4]octan-2-yl)oxy)-4H-pyran-4-one C1N(CCC2=CC=CC=C12)CC=1OC=C(C(C1)=O)OC1CC2(C1)CN(CC2)C2=NC=CC=N2